3-(2-amino-[1,2,4]triazolo[1,5-a]pyridin-7-yl)-N-(2,2-difluoro-3-hydroxy-3-(2-(trifluoromethyl)pyridin-4-yl)propyl)-2-fluoro-6-methylbenzamide NC1=NN2C(C=C(C=C2)C=2C(=C(C(=O)NCC(C(C3=CC(=NC=C3)C(F)(F)F)O)(F)F)C(=CC2)C)F)=N1